3,4-dimethyl-pyridine nitrogen [N].CC=1C=NC=CC1C